ClC=1C=C(C(=NC1NC1=CC2=C(N(C(N2CCC(C)(C)O)=O)C)C=C1)N1C[C@H]([C@H]([C@H](C1)C)F)O)C#N 5-chloro-2-[(3R,4S,5S)-4-fluoro-3-hydroxy-5-methyl-1-piperidyl]-6-[[3-(3-hydroxy-3-methyl-butyl)-1-methyl-2-oxo-benzimidazol-5-yl]amino]pyridine-3-carbonitrile